4-(4-((1,4-oxazepan-4-yl)methyl)-3-methylbenzylamino)-2-(2,6-dioxopiperidin-3-yl)isoindoline-1,3-dione O1CCN(CCC1)CC1=C(C=C(CNC2=C3C(N(C(C3=CC=C2)=O)C2C(NC(CC2)=O)=O)=O)C=C1)C